1-(2-(2-((1-(methylsulfonyl)piperidin-4-yl)amino)-5-(trifluoromethyl)pyrimidin-4-yl)thiazol-5-yl)ethan-1-ol CS(=O)(=O)N1CCC(CC1)NC1=NC=C(C(=N1)C=1SC(=CN1)C(C)O)C(F)(F)F